C(C1=CC=CC=C1)NC1=CC(C2=C(SC=C2)C1=O)=O 6-(benzylamino)benzo[b]thiophene-4,7-dione